C1(CCC1)(C1CCC1)C(=O)N bicyclobutaneamide